O1CCCCC1 (3R)-tetrahydro-2H-pyran